FC(C(C(C(C(C(C(C(S(=O)(=O)N(CCO)CCO)(F)F)(F)F)(F)F)(F)F)(F)F)(F)F)(F)F)(F)F heptadecafluoro-N,N-di(2-hydroxyethyl)octanesulfonamide